Tert-butyl (E)-4-((tert-butoxycarbonyl)amino)-5-((2-(((4-(3,5-dimethoxy styryl) phenoxy)carbonyl)oxy)ethyl)amino)-5-oxopentanoate C(C)(C)(C)OC(=O)NC(CCC(=O)OC(C)(C)C)C(=O)NCCOC(=O)OC1=CC=C(C=C1)\C=C\C1=CC(=CC(=C1)OC)OC